COCC1=C(N=CC=2NC3=CC=C(C=C3C21)C2CCN(CC2)C)C(=O)O 4-(methoxymethyl)-6-(1-methylpiperidin-4-yl)-9H-pyrido[3,4-b]indole-3-carboxylic acid